ClC=1C=C2C(=NC1OC)C(=C(N2C)C2=NNC(=N2)[C@@H](C)O)N2C=NC=C2 (R)-1-(3-(6-chloro-3-(1H-imidazol-1-yl)-5-methoxy-1-methyl-1H-pyrrolo[3,2-b]pyridin-2-yl)-1H-1,2,4-triazol-5-yl)ethan-1-ol